4-(1-(4-chlorophenyl)-2-(dimethyl-(phenyl)silyl)ethyl)pyridine ClC1=CC=C(C=C1)C(C[Si](C1=CC=CC=C1)(C)C)C1=CC=NC=C1